tert-butyl 7-(1-benzylpyridin-1-ium-4-yl)oxy-2-azaspiro[3.5]nonane-2-carboxylate C(C1=CC=CC=C1)[N+]1=CC=C(C=C1)OC1CCC2(CN(C2)C(=O)OC(C)(C)C)CC1